N[C@@H](CCCCN)C(=O)O (-)-lysine